6-hydroxy-4-(6-(4-((6-(methylthio)pyridin-3-yl)methyl)piperazin-1-yl)pyridin-3-yl)pyrazolo[1,5-a]pyridine-3-carbonitrile OC=1C=C(C=2N(C1)N=CC2C#N)C=2C=NC(=CC2)N2CCN(CC2)CC=2C=NC(=CC2)SC